C1(CC1)C(O)(C1=CNC=2C1=NC=C(C2)C=2C(=NOC2C)C)C2CC2 dicyclopropyl(6-(3,5-dimethylisoxazol-4-yl)-1H-pyrrolo[3,2-b]pyridin-3-yl)methanol